ClC1=CC=C2C=C(NC2=C1)C(=O)N1CCC(CC1)=CC=1C=C2CN(C(C2=CC1)=O)C1C(NC(CC1)=O)=O 3-(5-((1-(6-chloro-1H-indole-2-carbonyl)piperidin-4-ylidene)methyl)-1-oxoisoindolin-2-yl)piperidine-2,6-dione